5-[5-(2-methoxyphenyl)-1,3,4-thiadiazol-2-yl]-1-(propan-2-yl)-1H-1,2,3-benzotriazole COC1=C(C=CC=C1)C1=NN=C(S1)C1=CC2=C(N(N=N2)C(C)C)C=C1